NC=1N(N=C2CN(CCC21)S(=O)(=O)C)C(=O)[C@@H]2CCNC1=CC=CC=C21 |o1:16| (R*)-(3-amino-6-(methylsulfonyl)-4,5,6,7-tetrahydro-pyrazolo[3,4-c]pyridin-2-yl)(1,2,3,4-tetrahydro-quinolin-4-yl)methanone